8-methoxymethoxy-1,3,5-trimethyloctylmagnesium chloride COCOCCCC(CC(CC(C)[Mg]Cl)C)C